6-(6-{1-[(2E)-2-(aminomethyl)-3-fluoroprop-2-en-1-yl]-5-oxo-1,5-dihydro-4H-1,2,4-triazol-4-yl}-5-fluoropyridin-3-yl)-1,2-dihydro-3H-indol-3-one NC/C(/CN1N=CN(C1=O)C1=C(C=C(C=N1)C1=CC=C2C(CNC2=C1)=O)F)=C\F